7-chloro-2-(2-cyclopropyl-4-(methylsulfonyl)phenyl)-8-hydroxy-3-((1-methyl-6-oxo-1,6-dihydropyridin-3-yl)methyl)benzo[4,5]thieno[2,3-d]pyrimidin-4(3H)-one ClC1=C(C2=C(C3=C(N=C(N(C3=O)CC3=CN(C(C=C3)=O)C)C3=C(C=C(C=C3)S(=O)(=O)C)C3CC3)S2)C=C1)O